ClC1=C(C=CC(=C1)NC=1C=2N(C=CN1)C(=CN2)C=2C(=NN(C2)CC=2N=NC=CC2)C(F)(F)F)C(=O)N2CCNCC2 [2-chloro-4-[[3-[1-(pyridazin-3-ylmethyl)-3-(trifluoromethyl)pyrazol-4-yl]imidazo[1,2-a]pyrazin-8-yl]amino]phenyl]-piperazin-1-ylmethanone